ClC=1C=CC=C2C(N(C(=NC12)C1=CC=C(C=C1)OC)C)C 8-chloro-2-(4-methoxyphenyl)-3,4-dimethyl-4H-quinazoline